COC(C1=CC=C(C=C1)NCCNN)=O 4-((2-hydrazinoethyl)amino)benzoic acid methyl ester